2-((6-(4-(2-hydroxyethyl)piperazin-1-yl)-2-methylpyrimidin-4-yl)amino)-N-(2-methylthiophen-3-yl)thiazole-5-carboxamide OCCN1CCN(CC1)C1=CC(=NC(=N1)C)NC=1SC(=CN1)C(=O)NC1=C(SC=C1)C